C1(CC1)S(=O)(=O)NC1=CC(=NC=C1)[C@H](CCN1CC2(CC2)CCC1)NC(=O)C=1SC(=CN1)C1=NC(=CN=C1)OCC (S)-N-(1-(4-(cyclopropanesulfonamido)pyridin-2-yl)-3-(5-azaspiro[2.5]octan-5-yl)propyl)-5-(6-ethoxypyrazin-2-yl)thiazole-2-carboxamide